3-methylcarboxymethyl-1,2-dimethyl-1,4,5,6-tetrahydropyrimidinium CN1C([N+](CCC1)(C)CC(=O)O)C